3-(4-(2-(4-(4-(4-((5-(Benzyloxy)-2-(4-(benzyloxy)phenyl)-3-methyl-1H-indol-1-yl)methyl)phenoxy)butyl)piperazin-1-yl)-2-oxoethoxy)phenyl)piperidine-2,6-dione C(C1=CC=CC=C1)OC=1C=C2C(=C(N(C2=CC1)CC1=CC=C(OCCCCN2CCN(CC2)C(COC2=CC=C(C=C2)C2C(NC(CC2)=O)=O)=O)C=C1)C1=CC=C(C=C1)OCC1=CC=CC=C1)C